OC1=C(C=CC(=C1)OCCCCCC)C1=NC(=NC(=N1)C1=CC=CC=C1)C1=CC=CC=C1 2-(2'-hydroxy-4'-hexyloxyphenyl)-4,6-diphenyl-1,3,5-triazine